FC(OC1=CC=C(COC2CN(C2)C(=O)N2C[C@@H]3[C@@H](OCC(N3)=O)CC2)C=C1)(F)F (4aR,8aS)-6-(3-((4-(trifluoromethoxy)benzyl)oxy)azetidine-1-carbonyl)hexahydro-2H-pyrido[4,3-b][1,4]oxazin-3(4H)-one